2-chloro-4-(8-(4-(4-(6-(2,6-dioxopiperidin-3-yl)-5,7-dioxo-3,5,6,7-tetrahydropyrrolo[3,4-f]isoindol-2(1H)-yl)piperidin-1-yl)benzoyl)-3-oxo-2,8-diazaspiro[4.5]decan-2-yl)benzonitrile ClC1=C(C#N)C=CC(=C1)N1CC2(CC1=O)CCN(CC2)C(C2=CC=C(C=C2)N2CCC(CC2)N2CC1=CC=3C(N(C(C3C=C1C2)=O)C2C(NC(CC2)=O)=O)=O)=O